C1(=CC=CC=C1)NN=CC=CC1=CC=CC=C1 Cinnamaldehyde phenylhydrazone